tert-butyl (3-((4-(4,4-dimethylcyclohexyl)phenyl)amino)propyl)carbamate CC1(CCC(CC1)C1=CC=C(C=C1)NCCCNC(OC(C)(C)C)=O)C